F[C@H]1[C@@H]([C@H](N(C1)C(=O)OCC1=CC=CC=C1)C(=O)OC)C 1-benzyl 2-methyl (2S,3R,4S)-4-fluoro-3-methylpyrrolidine-1,2-dicarboxylate